CC1(OCCN(C1)C1=NC(=C(C2=C1C(N1[C@@H](CO2)CN(CC1)C(=O)OC(C)(C)C)=O)F)C1=C2C=NNC2=CC=C1C)C tert-Butyl (6aR)-1-(2,2-dimethylmorpholino)-4-fluoro-3-(5-methyl-1H-indazol-4-yl)-12-oxo-6a,7,9,10-tetrahydro-12H-pyrazino[2,1-c]pyrido[3,4-f][1,4]oxazepine-8(6H)-carboxylate